C(C1=CC=CC=C1)O[C@H](C(C(=C)C)(O)C1=CC=C(C=C1)F)C (4S)-4-(benzyloxy)-3-(4-fluorophenyl)-2-methylpent-1-en-3-ol